CN1N=NN=C1SCCOCCOCCSC1=NN=NN1C 1,2-bis(2-((1-methyl-1H-tetrazol-5-yl)thio)ethoxy)ethane